(N-Boc-piperidinyl)pyrazole-4-boronic acid pinacol ester C(=O)(OC(C)(C)C)N1C(CCCC1)C1=NNC=C1B1OC(C)(C)C(C)(C)O1